NC1=NC=C(C2=C1C(=C(N2C)C2=C(C=C(C=C2)NC(C(=C)C)=O)F)C2=CC=C(C=C2)OC2=NC(=CC=C2)C)C#N N-(4-(4-amino-7-cyano-1-methyl-3-(4-((6-methylpyridin-2-yl)oxy)phenyl)-1H-pyrrolo[3,2-c]pyridin-2-yl)-3-fluorophenyl)methacrylamide